C(\C=C/C(=O)O)(=O)O.C(CCCC)NC(=N)N=N N-amyl-iminoguanidine maleate